ClC1=CC2=C(N(C(N=C2N2C[C@H](N(C[C@@H]2C)C(=O)OC(C)(C)C)C)=O)C=2C(=NC=CC2C)C(C)C)N=C1C1CCCCC1 tert-butyl (2R,5S)-4-(6-chloro-7-cyclohexyl-1-(2-isopropyl-4-methylpyridin-3-yl)-2-oxo-1,2-dihydropyrido[2,3-d]pyrimidin-4-yl)-2,5-dimethylpiperazine-1-carboxylate